rac-1-(tert-butyl) 3-ethyl (3S,4S)-4-(2-chloro-4-fluorophenyl)pyrrolidine-1,3-dicarboxylate ClC1=C(C=CC(=C1)F)[C@@H]1[C@@H](CN(C1)C(=O)OC(C)(C)C)C(=O)OCC |r|